C(C1=CC=CC=C1)[C@@H]1N(C(OC1)=O)C(=O)[C@@H]1N(C(CC2=CC=CC=C12)=O)CC1CC1 (1R)-1-[(4S)-4-benzyl-2-oxo-1,3-oxazolidine-3-carbonyl]-2-(cyclopropylmethyl)-1,2,3,4-tetrahydroisoquinolin-3-one